3,5-di-tert-butyl-4-hydroxyphenyl-propionamide C(C)(C)(C)C=1C=C(C=C(C1O)C(C)(C)C)C(C(=O)N)C